1-((3R,4S)-3-fluoro-4-((4-((5-(furan-2-yl)-2-methoxyphenyl)amino)-7-methoxyquinazolin-6-yl)oxy)piperidin-1-yl)prop-2-en-1-one F[C@@H]1CN(CC[C@@H]1OC=1C=C2C(=NC=NC2=CC1OC)NC1=C(C=CC(=C1)C=1OC=CC1)OC)C(C=C)=O